ClO.O water, hypochlorite salt